COC=1C(=C(C(=CC1)O)C)CC1=CC=CC=C1 p-methoxy-benzyl-cresol